[Br-].[Br-].O=C(C[N+]1=CN(C=C1)CCCCCCN1C=[N+](C=C1)CC(=O)NC1=CC=CC=C1)NC1=CC=CC=C1 1,6-bis(3-(2-oxo-2-(phenylamino)ethyl)imidazolium-1-yl)hexane dibromide